CN(N(S(=O)(=O)CC1=CC=CC=C1)NCC)CC N'-methyl-1-phenyl-1-N,N-diethylaminomethanesulfonamide